5-((7-(3-Azabicyclo[3.1.0]hexane-3-yl)heptyl)amino)-2-methyl-4-oxoquinazoline C12CN(CC2C1)CCCCCCCNC1=C2C(NC(=NC2=CC=C1)C)=O